Cl.F[C@H]1C[C@H](CO[C@@H]1C=1OC(=NN1)C1(CCC1)OC(F)(F)F)N (3R,5S,6R)-5-fluoro-6-(5-(3-cis-(trifluoromethoxy)cyclobutyl)-1,3,4-oxadiazol-2-yl)tetrahydro-2H-pyran-3-amine HCl salt